BrC=1C=2C3=C(N(C2C(=C(C1)Cl)Cl)C)C(CNC(C3C)=O)(C)C 10-bromo-7,8-dichloro-1,5,5,6-tetramethyl-3,4,5,6-tetrahydroazepino[4,5-b]indol-2(1H)-one